5-[(2-amino-3-fluoro-4-pyridinyl)methyl]-4-methyl-pyridin-3-ol NC1=NC=CC(=C1F)CC=1C(=C(C=NC1)O)C